N-[8-(4,4-difluoropiperidinyl)-7-fluoro-2-methoxy(6-quinolinyl)](tert-butoxy)formamide FC1(CCN(CC1)C=1C(=C(C=C2C=CC(=NC12)OC)N(C=O)OC(C)(C)C)F)F